C(C=C)OC(CCC=O)=O 4-oxobutanoic acid-2-propenyl ester